C(#N)C1=NC2=CC(=CC(=C2N=C1N1CCN(CC1)C1=C(C=C(C=C1)F)F)[C@@H](C)NC1=C(C(=O)O)C=CC=C1)C (R)-2-((1-(2-cyano-3-(4-(2,4-difluoro-phenyl)piperazin-1-yl)-7-methyl-quinoxalin-5-yl)ethyl)amino)benzoic acid